[Si](C)(C)(C(C)(C)C)OCCC(CC[Mg]Cl)C 5-(tert-butyldimethylsilyloxy)-3-methylpentyl-magnesium chloride